C(C)(C)(C)OC(=O)N1C[C@H](CC1)OS(=O)(=O)C (3S)-3-(methylsulfonyloxy)pyrrolidine-1-carboxylic acid tert-butyl ester